FC(CN1N=NC(=C1)C(=O)NCC1=NC=CC(=C1)C(F)(F)F)CCN1N=NC(=C1)C(NCC1=CC(=CC=C1)OC(F)(F)F)=O 1-{2-fluoro-4-[4-({[3-(trifluoromethoxy)phenyl]methyl}carbamoyl)-1H-1,2,3-triazol-1-yl]butyl}-N-{[4-(trifluoromethyl)pyridin-2-yl]methyl}-1H-1,2,3-triazole-4-carboxamide